N1=CC=C(C=C1)CC(=O)[C@](N)(CC(N)=O)C(=O)O 2-(pyridin-4-ylacetyl)-L-asparagine